2-chloro-N-dodecyl-3-methylbenzamide ClC1=C(C(=O)NCCCCCCCCCCCC)C=CC=C1C